CS(=O)(=O)/C=C/[C@H](C)NC(=O)N1[C@@H](C[C@@H](CC1)C(F)(F)F)C1=CC=CC=C1 (2S,4R)-N-((S,E)-4-(methylsulfonyl)but-3-en-2-yl)-2-phenyl-4-(trifluoromethyl)piperidine-1-carboxamide